BrC1=C(C=CC(=C1C(F)(F)F)F)CC(=O)O 2-bromo-4-fluoro-3-(trifluoromethyl)-benzeneacetic acid